BrC1=CC2=C(N(C=N2)C2=CC=C(C#N)C=C2)C=C1 4-(5-bromobenzimidazol-1-yl)benzonitrile